2-chloro-6,8,8-trimethyl-7,8-dihydro-6H-cyclopenta[e]pyrazolo[1,5-a]pyrimidine-6-carboxylic acid ClC1=NN2C(N=CC3=C2C(CC3(C(=O)O)C)(C)C)=C1